Phenyl[(naphthobenzofuranyl)naphthyl]anthracene-d5 C1(=CC=CC=C1)C=1C(=C2C(=C3C(=C(C(=C(C3=CC2=CC1)[2H])[2H])[2H])[2H])[2H])C1=C(C=CC2=CC=CC=C12)C1=COC=2C1=CC=C1C2C=CC2=CC=CC=C21